2-methylmercapto-7-cyclopentyl-N,N-dimethyl-7H-pyrrolo[2,3-d]pyrimidine-6-formamide CSC=1N=CC2=C(N1)N(C(=C2)C(=O)N(C)C)C2CCCC2